3-bromo-4-[4-(2,6-difluorobenzenesulfonyl)-1-piperazinyl]Benzoic acid BrC=1C=C(C(=O)O)C=CC1N1CCN(CC1)S(=O)(=O)C1=C(C=CC=C1F)F